C(CC1=CC=CC=C1)NC(=O)C1=CN=C(S1)C1=C(OC2CCN(CC2)C(=O)[O-])C=CC=C1 4-(2-(5-(Phenethylcarbamoyl)thiazol-2-yl)phenoxy)piperidine-1-carboxylate